C(C)OCCOC(C(C(C(=O)OCCOCC)C(C)CC)(C#N)C(C)CC)=O 2,3-di-sec-butyl-2-cyano-butanedioic acid-1,4-di-(2-ethoxyethyl) ester